C1=CC=C(C=C1)C2=CC=C(C=C2)C3=CC=C(C=C3)NC4=CC=CC=C4 N-phenyl-[1,1',4',1''-terphenyl]-4-amine